C(C)OC(C(C(=O)OCC)C(CCCCC)NC1=CC=C(C=C1)S(NC1=NOC(=C1)C)(=O)=O)=O 2-(1-((4-(N-(5-methylisoxazol-3-yl)sulfamoyl)phenyl)amino)hexyl)malonic acid diethyl ester